CC1(C2=NC=NC2=NC=N1)N 6-(methyl)adenine